2,6-difluoro-4-(methoxymethoxy)benzaldehyde FC1=C(C=O)C(=CC(=C1)OCOC)F